C1C(C)S1 1,2-propylene sulfide